tert-butyl 3-[4-[(2,6-dioxo-3-piperidyl)amino]-2-fluoro-phenyl]azetidine-1-carboxylate O=C1NC(CCC1NC1=CC(=C(C=C1)C1CN(C1)C(=O)OC(C)(C)C)F)=O